FC(C(=O)O)(F)F.FC(C(=O)O)(F)F.N1=NC(=CC=C1)C(=O)O pyridazine-3-carboxylic acid ditrifluoroacetate